BrC1=C(C=CC(=C1)S(=O)(=N)CC)N1CC(C1)(C#N)C 1-(2-bromo-4-(ethylsulfonimidoyl)phenyl)-3-methylazetidine-3-carbonitrile